C1(=CC(=CC=C1)C1=NN2C(OCC2)=C1)C 6-(m-tolyl)-2,3-dihydropyrazolo[5,1-b]oxazol